CC(C(=O)N)=C 2-methylprop-2-enamide